ClC(CCO)C(CCC)Cl 3,4-dichloroheptanol